2-(2,4-dihydroxyphenyl)-4,6-diiminohexanoic acid OC1=C(C=CC(=C1)O)C(C(=O)O)CC(CC=N)=N